2-(7-(2,2,6,6-tetramethyl-1,2,3,6-tetrahydropyridin-4-yl)imidazo[1,2-a]pyrimidin-2-yl)-5-(1-(trifluoromethyl)-1H-pyrazol-4-yl)pyridin-3-ol CC1(NC(C=C(C1)C1=NC=2N(C=C1)C=C(N2)C2=NC=C(C=C2O)C=2C=NN(C2)C(F)(F)F)(C)C)C